ClC1=C(OC\C(\CNC(OC(C)(C)C)=O)=C\F)C=C(C=C1)C=O tert-butyl (E)-(2-((2-chloro-5-formylphenoxy)methyl)-3-fluoroallyl)carbamate